CN1N=CC2=CC=C(C(=C12)NS(=O)(=O)C=1C=NN(C1)C1=NC=CC(=C1)C(F)(F)F)OC(F)(F)F N-[1-methyl-6-(trifluoromethoxy)indazol-7-yl]-1-[4-(trifluoromethyl)pyridin-2-yl]pyrazole-4-sulfonamide